cis-2-chloro-N-(3-hydroxy-3-methyl-cyclobutyl)acetamide ClCC(=O)NC1CC(C1)(C)O